5-((imidazo[1,2-a]pyridin-7-yloxy)methyl)bicyclo[3.1.1]heptan N=1C=CN2C1C=C(C=C2)OCC21CCCC(C2)C1